C(CCCCCCCC)N1CC(CCC1)C(=O)O N-n-nonyl-piperidine-3-carboxylic acid